2-[(5-bromo-3-methoxy-2-pyridinyl)oxymethyl]-6,7-dihydro-4H-pyrazolo[5,1-c][1,4]oxazine BrC=1C=C(C(=NC1)OCC1=NN2C(COCC2)=C1)OC